FC1(CCN(CC1)C1=CC=C(C=N1)S(=O)(=O)N1CCC2(CCNCC2)CC1)F 9-((6-(4,4-difluoropiperidin-1-yl)pyridin-3-yl)sulfonyl)-3,9-diazaspiro[5.5]undecane